N-Methyl-2-(1-{[5-methyl-3-(trifluoromethyl)-1H-pyrazol-1-yl]acetyl}piperidin-4-yl)-N-(1,2,3,4-tetrahydronaphthalen-1-yl)-1,3-thiazole-4-carboxamid CN(C(=O)C=1N=C(SC1)C1CCN(CC1)C(CN1N=C(C=C1C)C(F)(F)F)=O)C1CCCC2=CC=CC=C12